C(C)OC(\C=C\C1=C(C(=CC=C1NC1=C(C=C(C(=C1)F)Br)OC)SCC1=CC=CC=C1)F)=O (E)-3-(3-(benzylthio)-6-((4-bromo-5-fluoro-2-methoxyphenyl)amino)-2-fluorophenyl)acrylic acid ethyl ester